tert-butyl N-[[4-chloro-8-formyl-5-(2,2,2-trifluoroethyl)-pyrimido[5,4-b]indol-2-yl]methyl]carbamate ClC1=NC(=NC2=C1N(C=1C=CC(=CC21)C=O)CC(F)(F)F)CNC(OC(C)(C)C)=O